FC=1C=C(C(=O)O)C=CC1OC[C@H](C)OC1OCCCC1 3-fluoro-4-((2S)-2-((tetrahydro-2H-pyran-2-yl)oxy)propoxy)benzoic acid